(2S,3S)-N-[[2-Methoxy-5-(1H-tetrazol-1-yl)phenyl]methyl]-2-phenyl-piperidinamine dihydrochloride Cl.Cl.COC1=C(C=C(C=C1)N1N=NN=C1)CNN1[C@@H](CCCC1)C1=CC=CC=C1